2-(3-((4-boronophenyl)carbamoyl)-1H-indol-1-yl)acetic acid B(O)(O)C1=CC=C(C=C1)NC(=O)C1=CN(C2=CC=CC=C12)CC(=O)O